FC=1C=C(C=C(C1)F)[C@@H]1N(OCC1)C1=CC(=NC=N1)NC1=C(C=C(C(=C1)C)N1CCC(CC1)N1CCN(CC1)C)OC (R)-6-(3-(3,5-difluorophenyl)isooxazolidin-2-yl)-N-(2-methoxy-5-methyl-4-(4-(4-methylpiperazin-1-yl)piperidin-1-yl)phenyl)pyrimidin-4-amine